(R)-3-((4-(3-aminopiperidin-1-yl)-3-(but-2-yn-1-yl)-2,6-dioxo-3,6-dihydropyrimidin-1(2H)-yl)methyl)benzoic acid N[C@H]1CN(CCC1)C=1N(C(N(C(C1)=O)CC=1C=C(C(=O)O)C=CC1)=O)CC#CC